3-nitro-N-(1-oxo-1-(6-(pyridin-3-yl)-5,6-dihydropyridin-1(2H)-yl)propan-2-yl)benzamide [N+](=O)([O-])C=1C=C(C(=O)NC(C(N2CC=CCC2C=2C=NC=CC2)=O)C)C=CC1